4-((3-(4-(2-(2-aminopyridin-3-yl)-5-phenyl-3H-imidazo[4,5-b]pyridin-3-yl)phenyl)azetidin-1-yl)methyl)-2-fluoro-6-hydroxybenzoic acid NC1=NC=CC=C1C1=NC=2C(=NC(=CC2)C2=CC=CC=C2)N1C1=CC=C(C=C1)C1CN(C1)CC1=CC(=C(C(=O)O)C(=C1)O)F